C(C)S(=O)(=O)CCCC ethyl-1-butyl sulfone